C(C)OC(=O)C=1C(CC2N(C(CN3N=C4C(=CC=CC4=C32)OC)C(COC)(C)C)C1)=O 10-methoxy-6-(1-methoxy-2-methylpropan-2-yl)-2-oxo-1,6,7,13c-tetrahydro-2H-pyrido[2',1':3,4]pyrazino[1,2-b]indazole-3-carboxylic acid ethyl ester